NCC(O)C1=NC=C(C(=C1)NC(OCC1=CC=CC=C1)=O)F benzyl (2-(2-amino-1-hydroxyethyl)-5-fluoropyridin-4-yl)carbamate